FC=1C=CC2=C(C(CCS2(=O)=O)NC(=O)C2CCNCC2)C1 N-(6-fluoro-1,1-dioxo-3,4-dihydro-2H-1lambda6-benzothiopyran-4-yl)piperidine-4-carboxamide